10-{4-(9-phenyl-9H-fluoren-9-yl)biphenyl-4'-yl}anthracene C1(=CC=CC=C1)C1(C2=CC=CC=C2C=2C=CC=CC12)C1=CC=C(C=C1)C1=CC=C(C=C1)C1=C2C=CC=CC2=CC2=CC=CC=C12